FC1=C(C=C(C=C1)F)C1(CCC1)C(/C=C/[C@H]1[C@@H](C[C@H]2[C@@H]1CCCC1=C(O2)C=C(C=C1)C(=O)O)O)O (2R,3R,3aR,11aS)-3-{(1E,3ξ)-3-[1-(2,5-difluorophenyl)cyclobutyl]-3-hydroxy-1-propen-1-yl}-2-hydroxy-1,2,3,3a,4,5,6,11a-octahydrobenzo[b]cyclopenta[g]oxocine-9-carboxylic acid